C1(CC1)C1=C(C(=NO1)C1=C(C=CC=C1)OC(F)(F)F)/C=C/C1CCN(CC1)C=1C=C2C=CN=C(C2=CC1)C(=O)O (E)-6-(4-(2-(5-cyclopropyl-3-(2-(trifluoromethoxy)phenyl)isoxazol-4-yl)vinyl)piperidin-1-yl)isoquinoline-1-carboxylic acid